1-(9H-Fluoren-9-yl)-14,14-dimethyl-3,16-dioxo-12,12-diphenyl-2,11,13,17-tetraoxa-21-thia-4-aza-12-silatetracosan-24-oic acid C1=CC=CC=2C3=CC=CC=C3C(C12)COC(NCCCCCCO[Si](OC(CC(OCCCSCCC(=O)O)=O)(C)C)(C1=CC=CC=C1)C1=CC=CC=C1)=O